di(aminophenoxy phenyl) sulfone NC=1C(=C(C=CC1)S(=O)(=O)C1=C(C(=CC=C1)N)OC1=CC=CC=C1)OC1=CC=CC=C1